n-docosyl methacrylate C(C(=C)C)(=O)OCCCCCCCCCCCCCCCCCCCCCC